3-imidazole-carbaldehyde N1=CN(C=C1)C=O